CNC1=CC=NC=C1 N-methylpyridin-4-amine